N1(CCCCC1)N1CCC1 (piperidin-1-yl)azetidin